C(C)(C)(C)OC(=O)N[C@H](CCCOC1=NC=CC(=C1)N(C(OC(C)(C)C)=O)C1=CC(=NN1C(C)(C)C)[C@@H]1C[C@@H](CC1)OC(=O)OC1=CC=C(C=C1)[N+](=O)[O-])C tert-butyl (2-(((S)-4-((tert-butoxycarbonyl)amino)pentyl)oxy)pyridin-4-yl)(1-(tert-butyl)-3-((1S,3R)-3-(((4-nitrophenoxy)carbonyl)oxy)cyclopentyl)-1H-pyrazol-5-yl)carbamate